2,2,2-trifluoro-N-[4-[5-[2-[[(3S,5S)-5-fluoro-3-piperidyl]amino]pyrimidin-4-yl]-2-methyl-thiazol-4-yl]oxy-3-methoxy-phenyl]ethanesulfonamide FC(CS(=O)(=O)NC1=CC(=C(C=C1)OC=1N=C(SC1C1=NC(=NC=C1)N[C@@H]1CNC[C@H](C1)F)C)OC)(F)F